2-[6-[3-(Difluoromethoxy)-4-fluoro-phenyl]-3-fluoro-pyrazolo[4,3-b]pyridin-1-yl]-1-(3-fluoroazetidin-1-yl)ethanone FC(OC=1C=C(C=CC1F)C=1C=C2C(=NC1)C(=NN2CC(=O)N2CC(C2)F)F)F